ClC1=CC=C(C=C1)C1=C(C=CC=C1)CN1CCN(CC1)C1=CC=C(C(=O)NS(=O)(=O)C2=CC(=C(C=C2)N[C@H](CCN(C)C)CSC2=CC=CC=C2)[N+](=O)[O-])C=C1 N-(4-(4-((4'-chloro(1,1'-biphenyl)-2-yl)methyl)piperazin-1-yl)benzoyl)-4-(((1R)-3-(dimethylamino)-1-((phenylsulfanyl)methyl)propyl)amino)-3-nitrobenzenesulfonamide